FC1=CC(=CC(=N1)NC1(COC1)C)I 6-fluoro-4-iodo-N-(3-methyloxetan-3-yl)pyridin-2-amine